8-oxabicyclo[3.2.1]octane-3-carboxamide C12CC(CC(CC1)O2)C(=O)N